Cl.CC1=CC=C(C=C1)SC=1C=C2CCC=C(C2=CC1)CN {6-[(4-methylphenyl)thio]-3,4-dihydronaphthalen-1-yl}methylamine, hydrochloride